CC1=NC=2CCCCC2C(=N1)O 2-methyl-5,6,7,8-tetrahydroquinazolin-4-ol